1-isopropyl-2,3-dihydro-1H-indene C(C)(C)C1CCC2=CC=CC=C12